ClC1=C(C=C(C=C1)C1=CN=CN(C1=O)CC(=O)N[C@@H](C)C1=CC=C(C=C1)OC(F)(F)F)F (S)-2-(5-(4-chloro-3-fluorophenyl)-6-oxopyrimidin-1(6H)-yl)-N-(1-(4-(trifluoromethoxy)phenyl)ethyl)acetamide